(2R,3S)-dodecane-2,3-diol C[C@H]([C@H](CCCCCCCCC)O)O